1H-pyrrolo[2,3-c]pyridine-1,6(2H)-dicarboxylate N1(CC=C2C1=CN(C=C2)C(=O)[O-])C(=O)[O-]